5-chloro-2-[[6-chloro-3-(1H-tetrazol-5-yl)-4-quinolyl]amino]benzoic acid ClC=1C=CC(=C(C(=O)O)C1)NC1=C(C=NC2=CC=C(C=C12)Cl)C1=NN=NN1